9'-(4,4,5,5-tetramethyl-1,3,2-dioxaborolan-2-yl)-4'H-spiro[cyclopropane-1,3'-pyrazino[1,2-b]indazol]-1'(2'H)-one CC1(OB(OC1(C)C)C1=CC2=C3N(N=C2C=C1)CC1(NC3=O)CC1)C